FC=1C(=C(C=CC1)NC1=C(NC2=C1C(NCC2)=O)C2=C(C=NC=C2)OC[C@@H]2N(CCOC2)C(C=C)=O)OC 3-[(3-fluoro-2-methoxyphenyl)amino]-2-(3-{[(3R)-4-(prop-2-enoyl)morpholin-3-yl]methoxy}pyridin-4-yl)-1H,5H,6H,7H-pyrrolo[3,2-c]pyridin-4-one